ClC1=CC=CC=2N=C(SC21)N(CCC2=CC=C(C=C2)OC)CC2=CC=C(C=C2)C#CC(=O)O 3-(4-(((7-chlorobenzo[d]thiazol-2-yl)(4-methoxyphenethyl)amino)-methyl)phenyl)propiolic acid